C(CCCCCC)C(SC=1SC(=NN1)S)(C1=CC=CC=C1)O 2-(heptyl-hydroxyphenylmethylthio)-5-mercapto-[1,3,4]-thiadiazole